[V].[Ga] gallium-vanadium